C(C)(C)(C)OC(=O)N1CCC2(CC1)OCCC1=C2C=CS1 Spiro[6,7-dihydrothieno[3,2-c]pyran-4,4'-piperidine]-1'-carboxylic acid tert-butyl ester